[Zn].[Se].CNC(C1=C(C=CC=C1)SC1=CC=C2C(=NNC2=C1)\C=C\C1=NC=CC=C1)=O N-methyl-2-[[3-[(E)-2-pyridin-2-ylethenyl]-1H-indazol-6-yl]sulfanyl]benzamide Selenium-zinc